(3-chloro-5-((2,6-dioxopiperidin-3-yl)amino)phenyl)carbamic acid tert-butyl ester C(C)(C)(C)OC(NC1=CC(=CC(=C1)NC1C(NC(CC1)=O)=O)Cl)=O